ClC1=C(C(=CC=C1Cl)O)[C@H]1C[C@@H]2N(C(CN(C2)CC(COC)O)=O)C1 (7R,8aS)-7-(2,3-dichloro-6-hydroxyphenyl)-2-[2-hydroxy-3-methoxypropyl]hexahydropyrrolo[1,2-a]pyrazin-4-one